1-[4-[9-(2,6-dioxo-3-piperidyl)pyrido[2,3-b]indol-6-yl]butyl]-3-[5-fluoro-7-hydroxy-6-(1,1,4-trioxo-1,2,5-thiadiazolidin-2-yl)-2-naphthyl]urea O=C1NC(CCC1N1C2=C(C3=CC(=CC=C13)CCCCNC(=O)NC1=CC3=CC(=C(C(=C3C=C1)F)N1S(NC(C1)=O)(=O)=O)O)C=CC=N2)=O